N(C1=CC=CC=C1)C1=CN=C2N1C=CC=C2 3-anilinoimidazo[1,2-a]pyridine